1-(4-cyano-2-fluoro-phenyl)-N-[2,3,6-trifluoro-4-[[3-[2-[[(3S,5S)-5-fluoro-3-piperidyl]amino]pyrimidin-4-yl]-2-pyridyl]oxy]phenyl]methanesulfonamide C(#N)C1=CC(=C(C=C1)CS(=O)(=O)NC1=C(C(=C(C=C1F)OC1=NC=CC=C1C1=NC(=NC=C1)N[C@@H]1CNC[C@H](C1)F)F)F)F